3-bis-azidomethyloxybutane N(=[N+]=[N-])C(OC(CC)C)N=[N+]=[N-]